1-(4-chloro-5-fluoropyridin-3-yl)-2,2-dimethylpropan-1-ol ClC1=C(C=NC=C1F)C(C(C)(C)C)O